COC1=C(C=C(C=C1)S(=O)(=O)NC)N1N=C(C=2C=NC(=CC21)C=2C=NN1C2N=CC=C1)C 4-methoxy-N-methyl-3-(3-methyl-6-(pyrazolo[1,5-a]pyrimidin-3-yl)-1H-pyrazolo[4,3-c]pyridin-1-yl)benzenesulfonamide